N1=CC=C(C=C1)NC(=O)C1=NC(=CC=C1)N1CCN(CCC1)C1CCC(CC1)N1C(CCC1)C(F)(F)F N-(Pyridin-4-yl)-6-(4-{4-[2-(trifluoromethyl)pyrrolidin-1-yl]cyclohexyl}-1,4-diazepan-1-yl)pyridine-2-carboxamide